1-chloro-2-(iodomethyl)benzene ClC1=C(C=CC=C1)CI